(E)-1,5-diphenyl-1-penten-4-yne C1(=CC=CC=C1)\C=C\CC#CC1=CC=CC=C1